N-benzoyl-N-(3,4-dichlorophenyl)-DL-alanine C(C1=CC=CC=C1)(=O)N([C@@H](C)C(=O)O)C1=CC(=C(C=C1)Cl)Cl |r|